F[C@@H]1[C@@H](CNC1)N(C1=CC(=C2CN(C(C2=C1)=O)C1=CC(=CC=C1)[C@@](C(C1=NN=CN1C)(F)F)(C)F)C(F)(F)F)C 6-(((3R,4S)-4-fluoropyrrolidin-3-yl)(methyl)amino)-2-(3-((R)-1,1,2-trifluoro-1-(4-methyl-4H-1,2,4-triazol-3-yl)propan-2-yl)phenyl)-4-(trifluoro-methyl)isoindolin-1-one